CCCCCCCCCCCCCCCCC(=O)O[C@H](COC(=O)CCCCCC/C=C\C/C=C\C/C=C\CCCCC)COP(=O)([O-])OCC[N+](C)(C)C 1-(8Z,11Z,14Z-eicosatrienoyl)-2-heptadecanoyl-glycero-3-phosphocholine